CC(COC(CCC1=CC(=C(C(=C1)C)O)C(C)(C)C)=O)(C)C1OCC2(CO1)COC(OC2)C(COC(CCC2=CC(=C(C(=C2)C)O)C(C)(C)C)=O)(C)C 3,9-bis{1,1-dimethyl-2-[3-(3-tert-butyl-4-hydroxy-5-methyl-phenyl)propionyloxy]ethyl}2,4,8,10-tetraoxaspiro[5.5]undecane